C(C1=CC=CC=C1)OC(CCS(=O)(=O)C1=NC(=CC(=N1)C=1C=CC(N(C1)CC1=CC(=C(C=C1)OC)OC)=O)C)C1=CC=CC=C1 5-(2-(3-(benzyloxy)-3-phenylpropylsulfonyl)-6-methylpyrimidin-4-yl)-1-(3,4-dimethoxybenzyl)pyridin-2(1H)-one